2-(tert-butyl) 3-ethyl (1S,3S,5S)-5-(morpholinomethyl)-2-azabicyclo[3.1.0]hexane-2,3-dicarboxylate O1CCN(CC1)C[C@@]12C[C@H](N([C@H]2C1)C(=O)OC(C)(C)C)C(=O)OCC